FC1=C2C=C(NC2=C(C=C1)F)C(=O)N1[C@@H]2CC([C@H]([C@@H]1C(=O)N[C@H](C[C@H]1C(NCC1)=O)\C=C(\S(=O)(=O)C)/F)CC2)(F)F (1S,3R,4S)-2-(4,7-difluoro-1H-indole-2-carbonyl)-5,5-difluoro-N-((R,E)-4-fluoro-4-(methylsulfonyl)-1-((S)-2-oxopyrrolidin-3-yl)but-3-en-2-yl)-2-azabicyclo[2.2.2]octane-3-carboxamide